ClC1=CC(=C(C=C1C#N)NS(=O)(=O)C=1C=C(C(=O)O)C=CC1C1CC1)OC1CC(C1)C 3-(N-(4-chloro-5-cyano-2-(3-methylcyclobutoxy)phenyl)sulfamoyl)-4-cyclopropyl-benzoic acid